2-(3-chlorobenzyl)-N-(4-fluorobenzyl)-8-methyl-4,5-dihydro-2H-furo[2,3-g]indazole-7-carboxamide ClC=1C=C(CN2N=C3C4=C(CCC3=C2)OC(=C4C)C(=O)NCC4=CC=C(C=C4)F)C=CC1